uranium oxygen water O.[O].[U]